BrCC\C=C\CCCCCCCC(OCCCCCCCCCC)OCCCCCCCCCC (3E)-1-bromo-12,12-didecyloxy-3-dodecene